ClC=1C=CC(=C(C1)C1=CC(=C(N=N1)SCCO)NC1=CC(=NC=C1)NC(CN1CC(NC(C1)C)C)=O)F N-(4-{[6-(5-chloro-2-fluorophenyl)-3-[(2-hydroxyethyl)sulfanyl]pyridazin-4-yl]amino}pyridin-2-yl)-2-(3,5-dimethylpiperazin-1-yl)acetamide